C(C)(=O)C1=CC(=C2C=C(C=CN12)OCC1=CC=CC=C1)C(=O)NC1=C(C(=CC(=C1)CO)C=1C=NN(C1)C)F 3-acetyl-7-(benzyloxy)-N-(2-fluoro-5-(hydroxymethyl)-3-(1-methyl-1H-pyrazol-4-yl)phenyl)indolizine-1-carboxamide